COC1=CC=C(C=N1)NC(OC[C@@H]1OC=2C=C(C3=C(C=C(O3)C3=C4N=CC(=NC4=CC(=C3)C)OC)C2OC1)C)=O (R)-(8-(2-methoxy-7-methylquinoxalin-5-yl)-6-methyl-2,3-dihydro-[1,4]dioxino[2,3-e]benzofuran-3-yl)methyl (6-methoxypyridin-3-yl)carbamate